2-fluoro-5-(4,4,5,5-tetramethyl-1,3,2-dioxaborolan-2-yl)benzamide FC1=C(C(=O)N)C=C(C=C1)B1OC(C(O1)(C)C)(C)C